2-(2-chloro-5-fluorophenyl)-4-(acetoxy)-5-amino-3(2H)-furanone ClC1=C(C=C(C=C1)F)C1OC(=C(C1=O)OC(C)=O)N